C(C)(C)(C)OC(=O)N1CC(NCC1)COC=1C(=NC(=C(C(=O)O)C1)N1CCCC1)Cl ((4-(t-butoxycarbonyl)piperazin-2-yl)methoxy)-6-chloro-2-(pyrrolidin-1-yl)nicotinic acid